COC=1C=C(C=C(C1OC)OC)N1C=NC(=C1)NC1=NC2=CC=CC=C2C(=N1)N1[C@H](CCC1)CO (R)-(1-(2-((1-(3,4,5-trimethoxyphenyl)-1H-imidazol-4-yl)amino)quinazolin-4-yl)pyrrolidin-2-yl)methanol